(R)-3-hydroxy-3-methyl-1-(6-((4-(piperidin-3-ylamino)-5-(trifluoromethyl)pyrimidin-2-yl)amino)-3,4-dihydroisoquinolin-2(1H)-yl)butanone OC(C(CN1CC2=CC=C(C=C2CC1)NC1=NC=C(C(=N1)N[C@H]1CNCCC1)C(F)(F)F)=O)(C)C